ClC=1C=C2C=NN(C2=CC1N1[C@H](CN(CC1)C1(COC1)C)C)C=1C=NN(C1)C1CC1 |o1:11| (S or R)-5-chloro-1-(1-cyclopropyl-1H-pyrazol-4-yl)-6-(2-methyl-4-(3-methyloxetan-3-yl)piperazin-1-yl)-1H-indazole